C1=NC=C(C2=CC=CC=C12)N1C(N(CC1C#N)C1CN(C1)S(=O)(=O)C)=O 3-(isoquinolin-4-yl)-1-(1-(methylsulfonyl)azetidin-3-yl)-2-oxoimidazolidine-4-carbonitrile